3-(azetidin-1-yl)-2-methylpropanoic acid benzyl ester C(C1=CC=CC=C1)OC(C(CN1CCC1)C)=O